2-[3-({[(1E)-Amino(3-methyl-5-nitropyridin-2-yl)methylene]amino}oxy)-3-oxopropoxy]ethyl benzoate C(C1=CC=CC=C1)(=O)OCCOCCC(=O)O/N=C(\C1=NC=C(C=C1C)[N+](=O)[O-])/N